NC1=C(C=CC=C1)NC(C1=CC=C(C=C1)C1CCN(CC1)CC=1C(=NN(C1)C)C)=O N-(2-aminophenyl)-4-(1-[(1,3-dimethyl-1H-pyrazol-4-yl)methyl]piperidin-4-yl)benzamide